C(C1=CC=CC=C1)N(C1=NC(=CN=C1)C1=CC=CC=C1)C N-benzyl-N-methyl-6-phenylpyrazin-2-amine